(3S,4R)-4-((4-(3-(aminomethyl)-4-isopropylquinolin-6-yl)-5-fluoropyrimidin-2-yl)amino)tetrahydro-2H-pyran-3-ol NCC=1C=NC2=CC=C(C=C2C1C(C)C)C1=NC(=NC=C1F)N[C@H]1[C@@H](COCC1)O